O1C(=CC2=C1C=CC=C2)/C=C/C(=O)NC(CN2N=CN=C2)C2=CC=CC=C2 (E)-3-(benzofuran-2-yl)-N-(1-phenyl-2-(1H-1,2,4-triazol-1-yl)ethyl)acrylamide